NC1=CC(=C(C(=N1)C(C)C)N1C(N=C(C2=C1N=C(C(=C2)F)C2=C(C=CC=C2)F)N2C[C@@H](N([C@@H](C2)C)C(C=C)=O)C)=O)C 1-(6-Amino-2-isopropyl-4-methyl-3-pyridyl)-4-[(3S,5R)-3,5-dimethyl-4-prop-2-enoyl-piperazin-1-yl]-6-fluoro-7-(2-fluorophenyl)pyrido[2,3-d]pyrimidin-2-one